(S)-3-((1-(1-acryloylpyrrolidin-3-yl)-4-amino-7-chloro-1H-pyrazolo[4,3-c]pyridin-3-yl)ethynyl)-5-methoxybenzonitrile C(C=C)(=O)N1C[C@H](CC1)N1N=C(C=2C(=NC=C(C21)Cl)N)C#CC=2C=C(C#N)C=C(C2)OC